4-(4-(4-(4-(2,6-dioxopiperidin-3-yl)-3-fluorobenzyl)piperazin-1-yl)piperidin-1-yl)-N-(4-methyl-3-((4-(pyridin-3-yl)pyrimidin-2-yl)amino)phenyl)benzamide O=C1NC(CCC1C1=C(C=C(CN2CCN(CC2)C2CCN(CC2)C2=CC=C(C(=O)NC3=CC(=C(C=C3)C)NC3=NC=CC(=N3)C=3C=NC=CC3)C=C2)C=C1)F)=O